(S)-1-(6-(4-chlorophenyl)-2-(pyridin-3-yl)pyrimidin-4-yl)piperidin-3-amine ClC1=CC=C(C=C1)C1=CC(=NC(=N1)C=1C=NC=CC1)N1C[C@H](CCC1)N